C(#N)CC1CCC(CC1)N1C(=NC=2C1=C1C(=NC2)NC=C1)C(=O)NCCO 1-((1r,4r)-4-(Cyanomethyl)cyclohexyl)-N-(2-hydroxyethyl)-1,6-dihydroimidazo[4,5-d]pyrrolo[2,3-b]pyridine-2-carboxamide